N-methylpropan-2-sulfonamid CNS(=O)(=O)C(C)C